BrC1=CN=C(C2=CC(=C(C=C12)C(=O)N)OC)OC[C@H]1NC([C@H]([C@H]1CC)F)=O 4-Bromo-1-[[(2S,3S,4S)-3-ethyl-4-fluoro-5-oxo-pyrrolidin-2-yl]methoxy]-7-methoxy-isoquinoline-6-carboxamide